methyl 2-bromo-5-((5-methyl-4-((4-methylcyclohexyl)amino)pyrimidin-2-yl)amino)benzoate BrC1=C(C(=O)OC)C=C(C=C1)NC1=NC=C(C(=N1)NC1CCC(CC1)C)C